N1(CCCCC1)C(=O)C1=CC=C(C=C1)C1=NC2=CC=C3C(=C2C=2CCCCC12)C=NN3 piperidin-1-yl(4-(8,9,10,11-tetrahydro-3H-pyrazolo[4,3-a]phenanthridin-7-yl)phenyl)methanone